ClC1=C(C=C(C=C1)C1CCC(N1)=O)F 5-(4-chloro-3-fluorophenyl)pyrrolidin-2-one